C(#N)C=1C2=C(N(N=C2C=C(C1)C=1C=NN(C1)C[C@H](C)O)C)C1=CC(=C(C(=O)NCC2(CC2)F)C(=C1)OC)OC(F)F 4-[4-cyano-6-[1-[(2S)-2-hydroxypropyl]pyrazol-4-yl]-2-methylindazol-3-yl]-2-(difluoromethoxy)-N-[(1-fluorocyclopropyl)methyl]-6-methoxybenzamide